OC1CC(NC1)C(=O)N 4-hydroxypyrrolidin-2-carboxamide